1-(benzofuran-2-yl)-2-(methylamino)butan-1-one hydrochloride Cl.O1C(=CC2=C1C=CC=C2)C(C(CC)NC)=O